BrC1=CC(=C(S1)[C@H]1N([C@@H](CC2=C1NC1=CC=CC=C21)C)CC(C)(C)F)C (1S,3R)-1-(5-Bromo-3-methylthiophen-2-yl)-2-(2-fluoro-2-methylpropyl)-3-methyl-2,3,4,9-tetrahydro-1H-pyrido[3,4-b]indole